N-[(4-cyclopropanesulfonamidopyridin-2-yl)methyl]-5-[5-(trifluoromethyl)pyrazolo[1,5-a]pyridin-3-yl]-1,3-thiazole-2-carboxamide C1(CC1)S(=O)(=O)NC1=CC(=NC=C1)CNC(=O)C=1SC(=CN1)C=1C=NN2C1C=C(C=C2)C(F)(F)F